N-(beta-aminoethyl)-gamma-aminopropyl-trimethoxysilane Tert-butyl-(Z)-(2-(4-(2,2,2-trifluoro-1-((tosyloxy)imino)ethyl)phenoxy)ethyl)carbamate C(C)(C)(C)N(C(O)=O)CCOC1=CC=C(C=C1)/C(/C(F)(F)F)=N/OS(=O)(=O)C1=CC=C(C)C=C1.NCCNCCC[Si](OC)(OC)OC